C(#N)C1=CC=C2C=CN=C(C2=C1)NC=1C=CC(=NC1)C(=O)NC1CC2=CC=CC=C2CC1 5-((7-cyanoisoquinolin-1-yl)amino)-N-(1,2,3,4-tetrahydronaphthalen-2-yl)pyridinecarboxamide